(+/-)-(trans)-3-Methoxycyclopentanamine hydrochloride Cl.CO[C@@H]1C[C@H](CC1)N |r|